2-[2-(2,6-dioxo-3-piperidyl)-1-oxo-isoindolin-5-yl]acetaldehyde O=C1NC(CCC1N1C(C2=CC=C(C=C2C1)CC=O)=O)=O